Methyl (tert-butoxycarbonyl)-L-valyl-L-valinate C(C)(C)(C)OC(=O)N[C@@H](C(C)C)C(=O)N[C@@H](C(C)C)C(=O)OC